1,3-bis(3-pyridyl)-1,3-propanedione N1=CC(=CC=C1)C(CC(=O)C=1C=NC=CC1)=O